2,5-bis-aminomethylfuran NCC=1OC(=CC1)CN